ethyl 2-(hexahydropyrrolo[3,4-c]pyrrol-2(1H)-yl)-5-oxo-5H-benzo[4',5']-thiazolo[3',2':1,6]pyrido[2,3-d]pyrimidine-6-carboxylate C1N(CC2C1CNC2)C=2N=CC1=C(N2)N2C(=C(C1=O)C(=O)OCC)SC1=C2C=CC=C1